FC=1C=NC=CC1C1=C(C=2C(NCC(C2N1)CCOC)=O)I 2-(3-fluoropyridin-4-yl)-3-iodo-7-(2-methoxyethyl)-1h,5h,6h,7h-pyrrolo[3,2-c]Pyridin-4-one